3-hydroxy-4-((2-methoxy-5-((phenylamino)carbonyl)phenyl)azo)-2-naphthalenecarboxamide OC=1C(=CC2=CC=CC=C2C1N=NC1=C(C=CC(=C1)C(=O)NC1=CC=CC=C1)OC)C(=O)N